O[C@H]1C2(CCC(C1)(CC2)NC(COC2=CC(=C(C=C2)Cl)F)=O)NC(COC2=CC(=C(C=C2)Cl)F)=O N,N'-[(2R)-2-hydroxybicyclo[2.2.2]octane-1,4-diyl]bis[2-(4-chloro-3-fluorophenoxy)acetamide]